1-(2-(1,3-dioxolan-2-yl)-6-fluorophenyl)ethan-1-ol O1C(OCC1)C1=C(C(=CC=C1)F)C(C)O